(7S,10R)-7-isopropyl-3,3,10-trimethyl-2,4-dioxaspiro[5.5]undecane C(C)(C)[C@H]1C2(COC(OC2)(C)C)C[C@@H](CC1)C